(R)-5-(4-((8-fluoro-2-methyl-3-oxo-3,4-dihydroquinoxalin-6-yl)methyl)-2-methylpiperazin-1-yl)-N-methylpicolinamide FC=1C=C(C=C2NC(C(=NC12)C)=O)CN1C[C@H](N(CC1)C=1C=CC(=NC1)C(=O)NC)C